methyl N-[[5-[4-(2,4-dimethylphenyl)triazol-2-yl]-2-methyl-phenyl]methyl]carbamate CC1=C(C=CC(=C1)C)C1=NN(N=C1)C=1C=CC(=C(C1)CNC(OC)=O)C